O1C[C@@H](OC2=NC=CC=C21)C2=CC=C(CN1CC(CCC1)CN1C(CCC1)=O)C=C2 1-{(1-{4-[(3S)-2,3-dihydro[1,4]dioxino[2,3-b]pyridin-3-yl]benzyl}piperidin-3-yl)methyl}pyrrolidin-2-one